FC(S(=O)(=O)OC1=CC2=C(N(CC(N(S2(=O)=O)CC2=CC=C(C=C2)OC)(CC)CCCC)C2=CC=CC=C2)C=C1N(C)C)(F)F 3-Butyl-7-(dimethylamino)-3-ethyl-2-(4-methoxybenzyl)-1,1-dioxido-5-phenyl-2,3,4,5-tetrahydro-1,2,5-benzothiadiazepin-8-yl trifluoromethanesulfonate